4-[[3-[2,3-difluoro-4-(2-pyridyloxy)phenyl]imidazo[1,2-a]pyrazin-8-yl]amino]-2-ethyl-N-[6-[(3S)-3-(hydroxymethyl)piperazin-1-yl]-6-oxo-hexyl]benzamide FC1=C(C=CC(=C1F)OC1=NC=CC=C1)C1=CN=C2N1C=CN=C2NC2=CC(=C(C(=O)NCCCCCC(=O)N1C[C@H](NCC1)CO)C=C2)CC